3-hydroxypropyl-N-methyl-propylamide OCCCC(CC)[N-]C